The molecule is a dihydroxy-5beta-cholanic acid with hydroxy groups located at positions 3beta and 6beta. It has a role as a metabolite. It is a bile acid, a dihydroxy-5beta-cholanic acid, a 3beta-hydroxy steroid and a 6beta-hydroxy steroid. C[C@H](CCC(=O)O)[C@H]1CC[C@@H]2[C@@]1(CC[C@H]3[C@H]2C[C@H]([C@H]4[C@@]3(CC[C@@H](C4)O)C)O)C